OC[C@@H]1[C@H](C[C@@H](O1)N1C(N=C(C=C1)NC(OCC1=CC=CC=C1)=O)=O)OCC1=C(C=CC=C1)[N+](=O)[O-] benzyl (1-((2R,4S,5R)-5-(hydroxymethyl)-4-((2-nitrobenzyl)oxy)tetrahydrofuran-2-yl)-2-oxo-1,2-dihydropyrimidin-4-yl)carbamate